1-(2,3-Dihydro-1H-inden-2-yl)-3-(7-((2-hydroxy-1-phenylethyl)amino)quinazolin-2-yl)urea C1C(CC2=CC=CC=C12)NC(=O)NC1=NC2=CC(=CC=C2C=N1)NC(CO)C1=CC=CC=C1